cyclohexane-1,2-dicarboxylic acid di-n-hexyl ester C(CCCCC)OC(=O)C1C(CCCC1)C(=O)OCCCCCC